C(#N)C(C)(C)C1=NN=C(O1)C1=CC2=C(C(CC(C(N2CC2=CC=C(C=C2)C2=NC=C(C=C2)OC(F)F)=O)NC(OC(C)(C)C)=O)(F)F)C=C1F tert-butyl N-[8-[5-(1-cyano-1-methyl-ethyl)-1,3,4-oxadiazol-2-yl]-1-[[4-[5-(difluoromethoxy)-2-pyridyl]phenyl]methyl]-5,5,7-trifluoro-2-oxo-3,4-dihydro-1-benzazepin-3-yl]carbamate